fluoro-4-hydroxy-N-[(1R,2S,4R,5S)-5-(2-{[(1s,3R)-3-(trifluoromethoxy)cyclobutyl]oxy}acetamido)bicyclo[2.2.1]heptan-2-yl]-6-(trifluoromethyl)-3,4-dihydro-2H-1-benzopyran-2-carboxamide FC1(OC2=C(C(C1)O)C=C(C=C2)C(F)(F)F)C(=O)N[C@@H]2[C@H]1C[C@@H]([C@@H](C2)C1)NC(COC1CC(C1)OC(F)(F)F)=O